(S)-2-(3,5-dimethylphenyl) pyrrolidine-tartrate C(=O)(O)C(O)C(O)C(=O)O.CC=1C=C(C=C(C1)C)[C@H]1NCCC1